octyl octanoate C(CCCCCCC)(=O)OCCCCCCCC